(3-nitrophenyl)pyrimidine-2,4-diamine [N+](=O)([O-])C=1C=C(C=CC1)C=1C(=NC(=NC1)N)N